FC(C(=O)C1OC2=CC=CC=C2C=C1)(F)F 2,2,2-trifluoroethan-1-on-1-yl-2H-chromen